C1(CC1)C1=CC=C2N=C(C(N(C2=C1)C1=CC(=CC=C1)OC)=O)C=1C=CC2=C(N(C=N2)C)C1 7-cyclopropyl-1-(3-(methoxy)phenyl)-3-(1-methyl-1H-benzo[d]imidazol-6-yl)-2(1H)-quinoxalinone